CN[C@@H]1CCC2=CC(=CC=C12)C(F)(F)F (R)-N-methyl-5-(trifluoromethyl)-2,3-dihydro-1H-inden-1-amine